CC(C)(C)S(=O)/N=C/1\[C@@H]2CC[C@@H](C2)C12CCCCC2 2-methyl-N-((1S,4R,E)-spiro[bicyclo[2.2.1]heptane-2,1'-cyclohexan]-3-ylidene)propane-2-sulfinamide